N-(4'-(2-(4-(ethylsulfonyl)phenyl)acetamido)-2'-methyl-[1,1'-biphenyl]-2-yl)acrylamide C(C)S(=O)(=O)C1=CC=C(C=C1)CC(=O)NC1=CC(=C(C=C1)C1=C(C=CC=C1)NC(C=C)=O)C